OC1CCN(CC1)C1=CC=C(C=C1)C(\C=C/C1=CC=C(C=C1)OC)=O (Z)-1-[4-(4-Hydroxypiperidin-1-yl)phenyl]-3-(4-methoxyphenyl)prop-2-en-1-one